N-(2-(3-(2-((1,5-dimethyl-1H-pyrazol-3-yl)amino)-5-methylpyrimidin-4-yl)-1H-indol-7-yl)-1-oxoisoindolin-4-yl)isonicotinamide CN1N=C(C=C1C)NC1=NC=C(C(=N1)C1=CNC2=C(C=CC=C12)N1C(C2=CC=CC(=C2C1)NC(C1=CC=NC=C1)=O)=O)C